[(1R)-1-(pyridin-2-yl)ethoxy]pyrazolo[1,5-a]pyridine-3-carbonitrile N1=C(C=CC=C1)[C@@H](C)OC1=NN2C(C=CC=C2)=C1C#N